1-(6-(8-((adamantan-1-yl)amino)octyl)imidazo[1,2-a]pyridin-3-yl)dihydropyrimidine-2,4(1H,3H)-dione C12(CC3CC(CC(C1)C3)C2)NCCCCCCCCC=2C=CC=3N(C2)C(=CN3)N3C(NC(CC3)=O)=O